tert-butyl ((3'-bromo-3-fluoro-5-methoxy-2'-methyl-[1,1'-biphenyl]-4-yl)methyl)carbamate BrC=1C(=C(C=CC1)C1=CC(=C(C(=C1)OC)CNC(OC(C)(C)C)=O)F)C